2-{6-[5-chloro-2-(methylamino)pyrimidin-4-yl]-1-oxo-2,3-dihydro-1H-isoindol-2-yl}-N-[(1S,2S)-2-hydroxy-1-(3-methylphenyl)butyl]acetamide ClC=1C(=NC(=NC1)NC)C1=CC=C2CN(C(C2=C1)=O)CC(=O)N[C@H]([C@H](CC)O)C1=CC(=CC=C1)C